tributyl-(3-chloro-5-(cyclopropylethynyl)thiophen-2-yl)stannane C(CCC)[Sn](C=1SC(=CC1Cl)C#CC1CC1)(CCCC)CCCC